1-oxo-1-((2-pentylheptyl) oxy)dodecane-6-yl 1H-1,2,4-triazole-1-carboxylate N1(N=CN=C1)C(=O)OC(CCCCC(OCC(CCCCC)CCCCC)=O)CCCCCC